2-(10H-phenothiazin-10-yl)aniline C1=CC=CC=2SC3=CC=CC=C3N(C12)C1=C(N)C=CC=C1